C(#N)C1CN(C1)S(=O)(=O)N1[C@@H]2C[C@@H]2[C@@H](C1)C(=O)N1[C@H](CCC1)C(=O)NCC1=CC=C(C=C1)C(F)(F)F 1-(((1r,4s,5r)-2-((3-cyano-1-azetidinyl)sulfonyl)-2-azabicyclo[3.1.0]hex-4-yl)carbonyl)-N-(4-(trifluoromethyl)benzyl)-D-prolinamide